methyl thiobutyrate C(CCC)(=S)OC